CN(C1(CC1)C1=CC=C(C=C1)B1OC(C(O1)(C)C)(C)C)C N,N-Dimethyl-1-(4-(4,4,5,5-tetramethyl-1,3,2-dioxaborolan-2-yl)phenyl)cyclopropan-1-amine